cis-3-methyl-1-(1,2,4-triazin-3-yl)-6-azabicyclo[3.1.1]heptane-6-carboxylate CC1CC2(N(C(C1)C2)C(=O)[O-])C=2N=NC=CN2